ClC1=CC=C(C=C1)N1N=C2C(=N1)C(=CC(=C2)N)C 2-(4-chlorophenyl)-7-methyl-benzotriazol-5-amine